C1(=CC=C(C=C1)CN1N=CC2=C(C(=CC(=C12)C(=O)NC1CC2(CC(C2)CC(=O)O)C1)Cl)OC)C1=CC=CC=C1 2-(6-(1-([1,1'-biphenyl]-4-ylmethyl)-5-chloro-4-methoxy-1H-indazole-7-carboxamido)spiro[3.3]heptan-2-yl)acetic acid